C(C)S(=O)(=O)C=1C(=NC=C(C1)C(F)(F)F)N1CC=2C=C3C(=CC2C1=O)OC(O3)(F)F 6-[3-ethylsulfonyl-5-(trifluoromethyl)-2-pyridinyl]-2,2-difluoro-5H-[1,3]dioxolo[4,5-f]isoindol-7-one